NC1=NC(=NC=C1)C=1C(=NN(C1OCC[C@H](C)NC1=C(C=NC(=C1)Cl)C1=NC=C(C=C1F)CN1CC(C1)C(C)(C)O)C)C (S)-2-(1-((4'-((4-((4-(4-aminopyrimidin-2-yl)-1,3-dimethyl-1H-pyrazol-5-yl)oxy)butan-2-yl)amino)-6'-chloro-3-fluoro-[2,3'-bipyridin]-5-yl)methyl)azetidin-3-yl)propan-2-ol